5-(((tert-butoxycarbonyl)-L-valyl)oxy)pentanoic acid C(C)(C)(C)OC(=O)N[C@@H](C(C)C)C(=O)OCCCCC(=O)O